CC1(C2=C(C=CC(=C2)S(=O)(=O)[O-])[N+](=C1/C=C/C=C/3\\C(C4=C(N3CCCCCC(=O)ON5C(=O)CCC5=O)C=CC(=C4)S(=O)(=O)[O-])(C)C)CCCCCC(=O)ON6C(=O)CCC6=O)C The molecule is an organosulfonate oxoanion that is the conjugate base of Cy3-bifunctional dye zwitterion. It is a Cy3 dye and an organosulfonate oxoanion. It is a conjugate base of a Cy3-bifunctional dye zwitterion.